N-(3-chloro-5-methylphenyl)-N-((5-(5-(difluoromethyl)-1,3,4-oxadiazol-2-yl)pyridin-2-yl)methyl)ethanesulfonamide ClC=1C=C(C=C(C1)C)N(S(=O)(=O)CC)CC1=NC=C(C=C1)C=1OC(=NN1)C(F)F